2-Hydroxy-5-(4-methylpiperazin-1-yl)-2,3-dihydro-1,4-benzodioxine OC1COC2=C(O1)C=CC=C2N2CCN(CC2)C